C[Si](OC1(CC1)N1C(N=CC=C1)C1NCCN(C1)C(=O)[O-])(C)C 5-(1-(((trimethylsilyl)oxy)cyclopropyl)pyrimidin-2-yl)piperazine-1-carboxylate